ON1CC(NC(C1)(C)C)(C)C 4-hydroxy-2,2,6,6-tetramethylpiperazin